(R)-(6,7-dichloro-1-methyl-9-(1-methyl-1H-pyrazol-3-yl)-1,3,4,5-tetrahydro-2H-pyrido[4,3-b]indol-2-yl)(5-methoxypyrimidin-2-yl)methanone ClC1=C(C=C(C=2C3=C(NC12)CCN([C@@H]3C)C(=O)C3=NC=C(C=N3)OC)C3=NN(C=C3)C)Cl